5-Ethynyl-6-fluoro-4-(8-fluoro-2-(((2R,7aS)-2-fluorotetrahydro-1H-pyrrolizin-7a(5H)-yl)methoxy)-4-(piperazin-1-yl)pyrido[4,3-d]pyrimidin-7-yl)naphthalen-2-ol C(#C)C1=C2C(=CC(=CC2=CC=C1F)O)C1=C(C=2N=C(N=C(C2C=N1)N1CCNCC1)OC[C@]12CCCN2C[C@@H](C1)F)F